tert-butyl (4-(6-(3-methoxyazetidin-1-yl)pyrrolo[2,1-f][1,2,4]triazin-4-yl)-2-methylbenzyl)carbamate COC1CN(C1)C=1C=C2C(=NC=NN2C1)C1=CC(=C(CNC(OC(C)(C)C)=O)C=C1)C